C(C=C)N1C[C@@](C(CC1)(F)F)(C)CO (S)-(1-allyl-4,4-difluoro-3-methylpiperidin-3-yl)methanol